(2R)-2-amino-2-(4-(ethylsulfonyl)phenyl)ethanoic acid hydrochloride Cl.N[C@@H](C(=O)O)C1=CC=C(C=C1)S(=O)(=O)CC